C(C)(C)(C)OC(=O)N1C(CC2=CC=CC=C12)CCl (chloromethyl)indoline-1-carboxylic acid tert-butyl ester